NC=1C(=NC=C(N1)N1CCC(CC1)(C)CN)SC=1C(=C(C=CC1)NC(=O)C=1C(=NC=CC1)S(=O)(=O)N)Cl ((3-((3-amino-5-(4-(aminomethyl)-4-methylpiperidin-1-yl)pyrazin-2-yl)thio)-2-chlorophenyl)carbamoyl)pyridine-2-sulfonamide